CS(=O)(=O)C1CNCCC1 3-(methylsulfonyl)piperidine